NC1C[C@H]2CC[C@@H](C1)N2C2=NC(=C1C(=N2)NN=C1C1=C(C2=C(N(N=C2C=C1)C)Cl)Cl)C(=O)N 6-((1R,3r,5S)-3-amino-8-azabicyclo[3.2.1]oct-8-yl)-3-(3,4-dichloro-2-Methyl-2H-indazol-5-yl)-1H-pyrazolo[3,4-d]pyrimidine-4-carboxamide